1-{5-[(3S)-3-methylmorpholin-4-yl]-3-[1-(oxan-2-yl)-1H-pyrazol-5-yl]-[1,2]thiazolo[4,5-b]pyridin-7-yl}cyclopentane-1-carbonitrile C[C@@H]1N(CCOC1)C1=CC(=C2C(=N1)C(=NS2)C2=CC=NN2C2OCCCC2)C2(CCCC2)C#N